1-(2-fluorophenyl)-6-oxo-1,6-dihydropyridazine-3-carboxamide FC1=C(C=CC=C1)N1N=C(C=CC1=O)C(=O)N